O=C1NC(CCC1N1C(C2=CC=C(C=C2C1)CNC(=O)NC1=CC=C(C=C1)OC1CC(C1)CO)=O)=O 1-((2-(2,6-Dioxopiperidin-3-yl)-1-oxoisoindolin-5-yl)methyl)-3-(4-((1r,3r)-3-(hydroxymethyl)cyclobutoxy)phenyl)urea